(E)-3-(3-(2-(1H-indole-2-carbonyl)hydrazino)-3-oxoprop-1-en-1-yl)-1-decylpyridine N1C(=CC2=CC=CC=C12)C(=O)NNC(/C=C/C=1CN(C=CC1)CCCCCCCCCC)=O